N-((1s,3s)-3-((5-(1-(2,2-difluoroethyl)-1H-benzo[d][1,2,3]triazol-6-yl)-4-methoxypyrrolo[2,1-f][1,2,4]triazin-2-yl)amino)-1-methylcyclobutyl)acetamide FC(CN1N=NC2=C1C=C(C=C2)C=2C=CN1N=C(N=C(C12)OC)NC1CC(C1)(C)NC(C)=O)F